4-butyl-2-methoxybenzaldehyde C(CCC)C1=CC(=C(C=O)C=C1)OC